N-(2,3-dimethylphenyl)-2-((7-(trifluoromethyl)-[1,2,4]triazolo[1,5-c]pyrimidin-2-yl)thio)acetamide CC1=C(C=CC=C1C)NC(CSC1=NN2C=NC(=CC2=N1)C(F)(F)F)=O